6-sulfanilamide S(=O)(C1=CC=CC=C1N)(=O)N